O=C1N(C(C(=C1SC1=CC=CC=C1)SC1=CC=CC=C1)=O)[C@@H](CNC(OCC1C2=CC=CC=C2C=2C=CC=CC12)=O)C(NCCOCCOCCC(=O)OC(C)(C)C)=O tert-Butyl (S)-6-(2,5-dioxo-3,4-bis(phenylthio)-2,5-dihydro-1H-pyrrol-1-yl)-1-(9H-fluoren-9-yl)-3,7-dioxo-2,11,14-trioxa-4,8-diazaheptadecane-17-oate